F[Sb-](F)(F)(F)(F)F.OC1=CC=C(C=C1)[S+](CC1=C(C=CC=C1)C)C 4-hydroxyphenyl-methyl-(2-methylbenzyl)sulfonium hexafluoroantimonate